3,7-diamino-1-vinyldibenzo[b,e]silin-10(5H)-one imine NC=1C=C(C2=C([SiH2]C3=C(C2=N)C=CC(=C3)N)C1)C=C